5-((ethoxy(((S)-1-oxo-1-propoxypropan-2-yl)amino)phosphoryl)methyl)benzo[b]thiophene-2-carboxylic acid C(C)OP(=O)(N[C@H](C(OCCC)=O)C)CC1=CC2=C(SC(=C2)C(=O)O)C=C1